ClC=1C(=C2C(=C(N=C(C2=CN1)N1CC2CCC(C1)N2C(=O)OC(C)(C)C)C)C2(CC2)O)F tert-butyl 3-[6-chloro-5-fluoro-4-(1-hydroxycyclopropyl)-3-methyl-2,7-naphthyridin-1-yl]-3,8-diazabicyclo[3.2.1]octane-8-carboxylate